COC1=CC=C(C=C1)S(=O)(=O)CC(=O)C1=CC=CC=C1 2-((4-methoxyphenyl)sulfonyl)-1-phenylethan-1-one